C(C)(C)(C)OC(NCCN1C(=NC(=C1C=O)C=1C(=NC=CC1)C(C)C)OC)=O (2-(5-Formyl-4-(2-isopropylpyridin-3-yl)-2-methoxy-1H-imidazol-1-yl)ethyl)carbamic acid tert-butyl ester